N-((S)-1-amino-1-oxo-3-((S)-2-oxopyrrolidin-3-yl)propan-2-yl)-6-(6,7-dichloro-1H-indole-2-carbonyl)-6-azaspiro[3.4]octane-7-carboxamide NC([C@H](C[C@H]1C(NCC1)=O)NC(=O)C1N(CC2(CCC2)C1)C(=O)C=1NC2=C(C(=CC=C2C1)Cl)Cl)=O